ClC=1C=CC=C2C(=C(C(=CC12)NS(=O)(=O)C1=CC=C(C=C1)C)C(=O)C1=C(C=CC(=C1)F)Cl)C#N N-{8-chloro-3-[(2-chloro-5-fluorophenyl)carbonyl]-4-cyano-2-naphthyl}-4-methylbenzenesulfonamide